7-Chloro-10-(3-(4-chloro-3,5-dimethylphenoxy)propyl)-4-methyl-1-oxo-6-(1,3,5-trimethyl-1H-pyrazol-4-yl)-3,4-dihydropyrazino[1,2-a]indol ClC=1C=CC=2C(=C3N(C2C1C=1C(=NN(C1C)C)C)C(CNC3=O)C)CCCOC3=CC(=C(C(=C3)C)Cl)C